ClC1=CC=C(OCC(=O)OCCN(C)C)C=C1 2-(Dimethylamino)ethyl 2-(4-chlorophenoxy)acetate